C1=NC=C(C2=CC=CC=C12)C=C1OC2=C(C1=O)C=CC(=C2)O 2-(isoquinolin-4-ylmethylene)-6-hydroxybenzofuran-3(2H)-one